C(CC)P(O)(=O)CC Propylethylphosphinic acid